Methyl (2S,5S)-7-(dimethylcarbamoyl)-13-heptyl-2-isobutyl-3,14-dioxo-1,4-diazacyclotetradecane-5-carboxylate CN(C(=O)C1C[C@H](NC([C@@H](NC(C(CCCCC1)CCCCCCC)=O)CC(C)C)=O)C(=O)OC)C